BrC=1C=C(C=CC1)C(C1=NN=CN1C)C1COC1 3-[(3-bromophenyl)-(oxetan-3-yl)methyl]-4-methyl-4H-1,2,4-triazole